(R)-2-((4-hydroxypyridin-3-yl)amino)-5,5-dimethyl-4,5-dihydrothiazole-4-carboxylic acid hydrochloride Cl.OC1=C(C=NC=C1)NC=1SC([C@H](N1)C(=O)O)(C)C